3-(5-amino-2,4-dimethyl-3-pyridyl)-N-methyl-1,6-naphthyridin-7-amine NC=1C(=C(C(=NC1)C)C=1C=NC2=CC(=NC=C2C1)NC)C